[N+](=O)([O-])C=1C2=CC=CC=C2C=C2C=CC=CC12 L-9-nitroanthracene